N-(6-chloropyridin-3-yl)-6-fluoroisoquinolin-1-amine formate C(=O)O.ClC1=CC=C(C=N1)NC1=NC=CC2=CC(=CC=C12)F